4-(4-(2-fluoro-4-nitrophenoxy)phenyl)pyridine tert-Butyl-5-bromo-3-hydroxy-2,3-dihydrospiro[indene-1,4'-piperidine]-1'-carboxylate C(C)(C)(C)OC(=O)N1CCC2(CC1)CC(C1=CC(=CC=C12)Br)O.FC1=C(OC2=CC=C(C=C2)C2=CC=NC=C2)C=CC(=C1)[N+](=O)[O-]